FC(C(=O)O)(F)F.FC(C1=CC=C(C=C1)N1CC=CC1)(F)F (4-(trifluoromethyl)phenyl)-2,5-dihydro-1H-pyrrole 2,2,2-trifluoroacetate